10-(4-Chloro-3-fluorophenyl)-8-cyclopropyl-7,8-dihydropyrazino[1',2':1,5]pyrrolo[3,2-d]pyrimidin-9(6H)-one ClC1=C(C=C(C=C1)C1=C2N(C3=C1N=CN=C3)CCN(C2=O)C2CC2)F